(S)- and (R)-4-(2-((2-(6-(1-methyl-1H-pyrazol-4-yl)-1H-indazol-3-yl)-2-oxo-1-phenylethyl)amino)ethyl)benzonitrile CN1N=CC(=C1)C1=CC=C2C(=NNC2=C1)C([C@H](C1=CC=CC=C1)NCCC1=CC=C(C#N)C=C1)=O |r|